C(C)(C)(C)C1=CC=C(C=C1)N1C(=NC2=C1C1=CC=C(C=C1C=1C=C(C=CC12)C1=CC=NC=C1)C1=CC=NC=C1)C1=CC=C(C=C1)C(C)(C)C 1,2-Bis[4-(tert-butyl)phenyl]-6,9-di(pyridin-4-yl)-1H-phenanthro[9,10-d]imidazole